N(=[N+]=[N-])C(C1=C(OC(=C1)C1=CC=CC=C1)C1=CC=CC=C1)C1=CC=C(C=C1)Cl 3-(azido(4-chlorophenyl)methyl)-2,5-diphenylfuran